C(C)(C)(C)OC(=O)N(C=1SC(=C(N1)C(=O)OC)CCCOC1=C(C=C(C=C1)C#CCN(C)C(=O)OC(C)(C)C)F)CCCCCN(C)C methyl 2-[tert-butoxycarbonyl-[5-(dimethylamino)pentyl]amino]-5-[3-[4-[3-[tert-butoxycarbonyl(methyl)amino]prop-1-ynyl]-2-fluoro-phenoxy]propyl]thiazole-4-carboxylate